1-(chloromethyl)-4-fluoro-1,4-diazoniabicyclo[2.2.2]octane ClC[N+]12CC[N+](CC1)(CC2)F